3-[3-(benzyl-ethyl-amino)-propylamino]-propionic acid tert-butyl ester C(C)(C)(C)OC(CCNCCCN(CC)CC1=CC=CC=C1)=O